N-{[1-(3-chlorobenzene-1-carbonyl)-1,2,3,4-tetrahydroquinolin-6-yl]methyl}-3-methyl-1,2-oxazole-5-carboxamide ClC=1C=C(C=CC1)C(=O)N1CCCC2=CC(=CC=C12)CNC(=O)C1=CC(=NO1)C